methyl 1-(2-(2-hydroxyethoxy)ethyl)-1H-1,2,3-triazole-4-carboxylate (methyl 1-(2-(2-hydroxyethoxy)ethyl)-1H-1,2,3-triazole-4-carboxylate) CC1=C(N=NN1CCOCCO)C(=O)O.OCCOCCN1N=NC(=C1)C(=O)OC